5-(2-methyl-2H-indazol-5-yl)-2-(6-(1-(tetrahydro-2H-pyran-4-yl)azetidin-3-yl)pyridazin-3-yl)phenylphenol hydrochloride Cl.CN1N=C2C=CC(=CC2=C1)C=1C=CC(=C(C1)C1=C(C=CC=C1)O)C=1N=NC(=CC1)C1CN(C1)C1CCOCC1